ClC1=C(C=C2C=C(N=CC2=C1)NC(=O)[C@H]1CC(OCC1)(C)C)[C@@H]1CC[C@@H](CC1)N1C[C@@H](CC1)F (4R)-N-(7-chloro-6-(cis-4-((R)-3-fluoropyrrolidin-1-yl)cyclohexyl)isoquinolin-3-yl)-2,2-dimethyltetrahydro-2H-pyran-4-carboxamide